ClC1=CC=C(CC2=CN=C(S2)NC(CC=2C=C3C(N(CC3=CC2)C2C(NC(CC2)=O)=O)=O)=O)C=C1 N-(5-(4-chlorobenzyl)thiazol-2-yl)-2-(2-(2,6-dioxopiperidin-3-yl)-3-oxoisoindolin-5-yl)acetamide